C[NH2+]CCC N-methylpropan-1-aminium